BrC=1C(=NC=CC1)C1(CC2(C1)OCCO2)C#N 2-(3-bromopyridin-2-yl)-5,8-dioxaspiro[3.4]octane-2-carbonitrile